C(C)(C)NC1=NC(=NC(=N1)NC1=CC(=NC=C1)C1(CC1)OC)C1=NC(=CC=C1)C(F)(F)F Isopropyl-N'-[2-(1-methoxy-cyclopropyl)-pyridin-4-yl]-6-(6-trifluoromethyl-pyridin-2-yl)-[1,3,5]triazine-2,4-diamine